tert-Butyl N-[(1s,4s)-4-[2-(methylsulfanyl)-7-oxo-5-[2-(triisopropylsilyl)ethynyl]pyrido[2,3-d]pyrimidin-8-yl]cyclohexyl]carbamate CSC=1N=CC2=C(N1)N(C(C=C2C#C[Si](C(C)C)(C(C)C)C(C)C)=O)C2CCC(CC2)NC(OC(C)(C)C)=O